(R)-N-benzyl-2-cyclopropyl-N-((R)-2-hydroxy-1-phenylethyl)-3-(2,4,6-trifluorophenyl)propanamide C(C1=CC=CC=C1)N(C([C@H](CC1=C(C=C(C=C1F)F)F)C1CC1)=O)[C@@H](CO)C1=CC=CC=C1